ClC=1C(=NNC1)C1=NC(=NC=C1C#N)N[C@@H]1CC[C@H](CC1)N(C(=O)NC1CC1)C1=NC=C(N=C1)C=1C=NC(=NC1)OC 1-(trans-4-((4-(4-chloro-1H-pyrazol-3-yl)-5-cyanopyrimidin-2-yl)amino)cyclohexyl)-3-cyclopropyl-1-(5-(2-methoxypyrimidin-5-yl)pyrazin-2-yl)urea